NCCCCCC(=O)C1=NC(=NC(=N1)C(CCCCCN)=O)C(CCCCCN)=O 2,4,6-tri(aminocaproyl)-1,3,5-triazine